C1(CC1)C1=CC2=C(N(C(N=C2N2[C@H](CN(CC2)C(=O)OC(C)(C)C)C)=O)C=2C(=NC=CC2C)C(C)C)N=C1C1=C(C=CC(=C1)C)F (S)-tert-butyl 4-(6-cyclopropyl-7-(2-fluoro-5-methylphenyl)-1-(2-isopropyl-4-methylpyridin-3-yl)-2-oxo-1,2-dihydropyrido[2,3-d]pyrimidin-4-yl)-3-methylpiperazine-1-carboxylate